6-((1R,3r,5S,6r)-6-(1-isopropyl-3-(2-(trifluoromethyl)pyrimidin-5-yl)-1H-pyrazol-5-yl)bicyclo[3.1.0]hexan-3-yl)-2-thia-6-azaspiro[3.4]octane 2,2-dioxide C(C)(C)N1N=C(C=C1C1[C@H]2CC(C[C@@H]12)N1CC2(CS(C2)(=O)=O)CC1)C=1C=NC(=NC1)C(F)(F)F